C1(=C(C=CC=C1)C=1C2=CC=CC=C2C(=C2C=CC(=CC12)N(C1=CC=CC=C1)C=1C=CC=2N(C3=CC=CC=C3C2C1)C1=CC=CC=C1)C1=C(C=CC=C1)C1=CC=CC=C1)C1=CC=CC=C1 9,10-bis-(biphenyl-2-yl)-2-[N-(9-phenyl-carbazol-3-yl)-N-phenyl-amino]-anthracene